COC(=O)C1CCC(CC1)COC1=COC(=CC1=O)CN1CC2=CC=CC=C2C1 (1r,4r)-4-(((6-(isoindolin-2-ylmethyl)-4-oxo-4H-pyran-3-yl)oxy)methyl)cyclohexane-1-carboxylic acid methyl ester